N-((5-chloro-6-(isoxazol-3-ylmethoxy)-1H-indol-2-yl)methyl)-2-methylpyrrolidine-1-carboxamide ClC=1C=C2C=C(NC2=CC1OCC1=NOC=C1)CNC(=O)N1C(CCC1)C